di(2-cyanoethyl)phosphoric acid C(#N)CCOP(OCCC#N)(O)=O